C(C)(C)(C)OC(=O)N(CCCCCC(=O)OCC)C1C(C1)C1=CC=CC=C1 Ethyl 6-((tert-butoxycarbonyl)(2-phenylcyclopropyl)amino)hexanoate